FC1(CN(CCC1NC(=O)C1=C(OC2=C1C=C(C=C2)OCC=2C=NC=C(C2)C(F)(F)F)C)C(=O)OC(C)(C)C)F tert-butyl 3,3-difluoro-4-(2-methyl-5-((5-(trifluoromethyl)pyridin-3-yl)methoxy)benzofuran-3-carboxamido)piperidine-1-carboxylate